N-(6-(3,5-dimethyl-1-(2-((4-methyl-3-(trifluoromethyl)phenyl)amino)-2-oxoethyl)-1H-pyrazol-4-yl)-1H-indazol-3-yl)cyclopropanecarboxamide CC1=NN(C(=C1C1=CC=C2C(=NNC2=C1)NC(=O)C1CC1)C)CC(=O)NC1=CC(=C(C=C1)C)C(F)(F)F